FC1=C(C(=O)NC(NC=2C(=NC=CC2)C(F)(F)F)=O)C(=CC(=C1)C(F)(F)F)F 2,6-difluoro-4-(trifluoromethyl)-N-((2-(trifluoromethyl)pyridin-3-yl)carbamoyl)benzamide